C(C)(C)(C)OC(=O)N1CCC2([C@@H]([C@@H](OC2)C)NS(=O)C(C)(C)C)CC1 (3S,4S)-3-methyl-4-[(2-methylpropan-2-sulfinyl)amino]-2-oxa-8-azaspiro[4.5]decane-8-carboxylic acid tert-butyl ester